NCC1=NNC(C2=CC=C(C=C12)C=1C=NC=C(C1)OCC1CC1)=O 4-(aminomethyl)-6-(5-(cyclopropylmethoxy)-pyridin-3-yl)phthalazin-1(2H)-one